(3aR,5s,6aS)-N-[6-(2-fluoro-phenyl)pyridazin-3-yl]-2-(tetrahydro-pyran-4-ylmethyl)-3,3a,4,5,6,6a-hexahydro-1H-cyclopenta[c]pyrrol-5-amine FC1=C(C=CC=C1)C1=CC=C(N=N1)NC1C[C@@H]2[C@@H](CN(C2)CC2CCOCC2)C1